O(C1=CC=CC=C1)[Mg]OC1=CC=CC=C1 diphenoxymagnesium